FC(S(=O)(=O)O)(F)F.CN1CC2=C(C=CC=C2C=C1C1=CC=C(C=C1)[N+](=O)[O-])OC 2-methyl-3-(4-nitrophenyl)-8-methoxyisoquinoline trifluoromethanesulfonate